CC=CCCCCCCCCCCCCCCCCCCCCCCCCCCCCCCC methyl-tritriacontaneN